cyclohexane-3-ene-1-carboxylate C1(CC=CCC1)C(=O)[O-]